N-CYCLOHEPTYL-2-(4-FORMYLPHENOXY)ACETAMIDE C1(CCCCCC1)NC(COC1=CC=C(C=C1)C=O)=O